FC=1C=CC2=C(C(=C3CCCN23)C(=O)O)C1 7-fluoro-1H,2H,3H-benzo[b]pyrrolizine-9-carboxylic acid